CC=1OC(=CC1C(=O)NC1=NC(=NS1)CC(C)=NOC)C1=CC(=CC=C1)OC(F)F 2-methyl-5-(3-(difluoromethoxy)phenyl)-N-(3-(2-(methoxyimino)propyl)-1,2,4-thiadiazol-5-yl)furan-3-carboxamide